C(C)NC(=O)C1=CC=C(C=C1)NC1=NC=C(C(=N1)N1C[C@@H]2[C@H](C1)CN(C2)C(=O)OC(C)(C)C)F Tert-butyl (3aR,6aS)-5-(2-((4-(ethylcarbamoyl)phenyl)amino)-5-fluoropyrimidin-4-yl)hexahydropyrrolo[3,4-c]pyrrole-2(1H)-carboxylate